FC1=CC=C(C=C1)NC1=NC=C2C(=N1)N(N(C2=O)CC=C)C2=NC(=CC=C2)OC2CCN(CC2)C 6-[(4-fluorophenyl)amino]-1-{6-[(1-methylpiperidin-4-yl)oxy]pyridin-2-yl}-2-(prop-2-en-1-yl)-1H,2H,3H-pyrazolo[3,4-d]pyrimidin-3-one